C(C)N(C1=CC(=C(C=C1)C1(OC(C=2C1=NC=CC2)=O)C2=C(N(C1=CC=CC=C21)CC)C)OCC)CC 7-(4-diethylamino-2-ethoxyphenyl)-7-(1-ethyl-2-methyl-1H-indole-3-yl)furo[3,4-b]pyridin-5(7H)-one